CNC(C(=O)C1=CC2=C(C=C1)OCO2)C 2-methylamino-1-(3,4-methylenedioxyphenyl)-1-propanone